C1(=CC=C(C=C1)C(=N)N)C1=CC=C(C=C1)C(=N)N biphenyl-4,4'-dicarboxamidine